4-ethyl-2-(7-fluoro-4-isopropyl-2-(o-tolyl)quinazolin-6-yl)-5-(hydroxymethyl)-2,4-dihydro-3H-1,2,4-triazol-3-one C(C)N1C(N(N=C1CO)C=1C=C2C(=NC(=NC2=CC1F)C1=C(C=CC=C1)C)C(C)C)=O